4,4'-difluoro-2,2'-diiodo-biphenyl FC1=CC(=C(C=C1)C1=C(C=C(C=C1)F)I)I